BrC=1C=C(C(=NC1)OCCCN1CCCCC1)NS(=O)(=O)C1=CC=C(C=C1)OC N-(5-Bromo-2-(3-(piperidin-1-yl)propoxy)pyridin-3-yl)-4-methoxybenzenesulfonamide